OCCN1C(C(CC1)NC(=O)C1=C(OC2=C1C=C(C=C2)OCC2=CC=NN2C)C)=O N-(1-(2-hydroxyethyl)-2-oxopyrrolidin-3-yl)-2-methyl-5-((1-methyl-1H-pyrazol-5-yl)methoxy)benzofuran-3-carboxamide